7-[2-((Z)-3-diethylaminoprop-1-enyl)-4-fluorobenzenesulfonylamino]-1,2,3a,4,5,9b-hexahydrofuro[2,3-c]quinoline-6-carboxylic acid C(C)N(C\C=C/C1=C(C=CC(=C1)F)S(=O)(=O)NC1=CC=C2C3C(CNC2=C1C(=O)O)OCC3)CC